O[C@H]1C[C@H]2CC[C@H]3[C@@H]4CC[C@H]([C@@H](CCC(=O)O)C)[C@]4(CC[C@@H]3[C@]2(CC1)C)C 3α-hydroxy-5β-cholanoic acid